C(C)(C)(C)OC(=O)N1C2CC(CC1CC2)C2=NN(C(=C2)C)C2=CC=C(C=C2)OC(F)(F)F.C2=C(C=CC1=CC=CC=C21)C2=CC=C(C=C2)C2=CC1=CC=CC=C1C=C2 1,4-bis(naphthalen-2-yl)benzene tert-butyl-3-[5-methyl-1-[4-(trifluoromethoxy)phenyl]pyrazol-3-yl]-8-azabicyclo[3.2.1]octane-8-carboxylate